(2s,4s)-2-(2-(3,5-difluoropyridin-2-yl)-7-azaspiro[3.5]nonane-7-carbonyl)-7-oxa-5-azaspiro[3.4]octan-6-one FC=1C(=NC=C(C1)F)C1CC2(C1)CCN(CC2)C(=O)C2CC1(C2)NC(OC1)=O